C(CCCCCCCCCCCCCCCCC)(=O)N1CCN(CC1)C(=O)O 4-stearoylpiperazine-1-carboxylic acid